N1N=NC(=C1)CNC(=O)[C@H]1N2C3=C(C=CC=C3C1)CC[C@@H](C2=O)N(C(CC)=O)NC(CC2=CC=CC=C2)=O (2S,5S)-4-Oxo-5-((S)-2-phenylacetylamino-propionylamino)-1,2,4,5,6,7-hexahydro-azepino[3,2,1-hi]indole-2-carboxylic acid (1H-[1,2,3]triazol-4-ylmethyl)-amide